COC1=C(C(=CC=C1)OCC1=CC=C(C=C1)OC)C(C=C(SC)SC)=O 1-(2-methoxy-6-((4-methoxybenzyl)oxy)phenyl)-3,3-bis(methylsulfanyl)prop-2-en-1-one